FC1=C(C=CC(=C1)[C@@H]1NCCCC1)C=1N=C2SC3=C(N2C1)C=CC(=C3)C(=O)NCCCN3CCC(CC3)F (R)-2-(2-fluoro-4-(piperidin-2-yl)phenyl)-N-(3-(4-fluoropiperidin-1-yl)propyl)benzo[d]imidazo[2,1-b]thiazole-7-carboxamide